6-cyclopropyl-3-((3-(3,6-dihydro-2H-pyran-4-yl)-2-(2,2,2-trifluoroethoxy)phenyl)amino)-N',N'-dimethylpyrazine-2-carbohydrazide C1(CC1)C1=CN=C(C(=N1)C(=O)NN(C)C)NC1=C(C(=CC=C1)C=1CCOCC1)OCC(F)(F)F